(2S)-2-amino-N-[(3R)-7-(5-tert-butyl-1,3,4-oxadiazol-2-yl)-5-[(4-chlorophenyl)methyl]-8-fluoro-1,1,4-trioxo-2,3-dihydro-1λ6,5-benzothiazepin-3-yl]propanamide N[C@H](C(=O)N[C@H]1CS(C2=C(N(C1=O)CC1=CC=C(C=C1)Cl)C=C(C(=C2)F)C=2OC(=NN2)C(C)(C)C)(=O)=O)C